NC=1C(=NC=CN1)S(=O)(=O)NC(=O)C=1C(=NC(=CC1)C1=CC(=CC(=C1)OC(C)C)F)N1CCC(CC1)C N-(3-Aminopyrazin-2-yl)sulfonyl-6-(3-fluoro-5-isopropoxyphenyl)-2-(4-methyl-1-piperidyl)pyridin-3-carboxamid